C(C)C(CCCCC)OC(CCCCCCCCN(CCCOC=1C=C(C(=O)NCCCN(CCCCCCCCC(=O)OC(CCCCC)CC)CCCCCCCCC(=O)OC(CCCCC)CC)C=C(C1)OCCCN(CCCCCCCCC(OC(CCCCC)CC)=O)CCCCCCCCC(OC(CCCCC)CC)=O)CCCCCCCCC(OC(CCCCC)CC)=O)=O 1-ethylhexyl 9-[3-[[3,5-bis[3-[bis[9-(1-ethylhexoxy)-9-oxo-nonyl]amino]propoxy]benzoyl]amino]propyl-[9-(1-ethylhexoxy)-9-oxo-nonyl]amino]nonanoate